ClC1=CC=C2C(=CNC2=C1F)\C=C\1/NC(N(C1=O)C(CO)C1=CC=C(C#N)C=C1)=O (Z)-4-(1-(4-((6-chloro-7-fluoro-1H-indol-3-yl)methylene)-2,5-dioxoimidazolidin-1-yl)-2-hydroxyethyl)benzonitrile